NCCOC12CC3(CC(CC(C1)(C3)C)(C2)C)CN2N=CC(=C2C)C=2C(=NC(=CC2)N2CC3=C(C=CC=C3CC2)C(NC=2SC=3C(=NC=CC3)N2)=O)C(=O)OC(C)(C)C tert-butyl 3-(1-((3-(2-aminoethoxy)-5,7-dimethyladamantan-1-yl)methyl)-5-methyl-1H-pyrazol-4-yl)-6-(8-(thiazolo[4,5-b]pyridin-2-ylcarbamoyl)-3,4-dihydroisoquinolin-2(1H)-yl)picolinate